2-(2,4-dichlorophenyl)methyl-4,4-dimethyl-3-isoOxazolidinone ClC1=C(C=CC(=C1)Cl)CN1OCC(C1=O)(C)C